(S)-1-benzyl-N-(7-(3-(cyclopropylamino)-3-oxopropyl)-5-methyl-4-oxo-2,3,4,5-tetrahydrobenzo[b][1,4]oxazepin-3-yl)-1H-1,2,4-triazole-3-carboxamide C(C1=CC=CC=C1)N1N=C(N=C1)C(=O)N[C@@H]1C(N(C2=C(OC1)C=CC(=C2)CCC(=O)NC2CC2)C)=O